COC(C1CCN(CC1)C1=CC=C2C(=NN(C(C2=C1)=O)C1C(NC(CC1)=O)=O)F)OC 3-(7-(4-(dimethoxymethyl)piperidin-1-yl)-4-fluoro-1-oxophthalazin-2(1H)-yl)piperidine-2,6-dione